NC/C(/CN1N=CN(C1=O)CC1=CC=C(S1)N1C(CCC2=CC=CC(=C12)F)=O)=C\F [5-[[1-[(E)-2-(aminomethyl)-3-fluoro-allyl]-5-oxo-1,2,4-triazol-4-yl]methyl]-2-thienyl]-8-fluoro-3,4-dihydro-1H-quinolin-2-one